N-[1-[2-Fluoro-4-(1,1,2,2,2-pentafluoroethyl)phenyl]ethyl]acetamide FC1=C(C=CC(=C1)C(C(F)(F)F)(F)F)C(C)NC(C)=O